methyl 4-((7-hydroxy-5-((methoxycarbonyl) amino)-1H-pyrazolo[4,3-d]pyrimidin-1-yl) methyl)-3-methoxybenzoate OC=1C2=C(N=C(N1)NC(=O)OC)C=NN2CC2=C(C=C(C(=O)OC)C=C2)OC